C1(CC1)[C@H](C)NC(=O)C=1N(C=C(N1)C=1C=C(C=CC1)C=1OC(=CN1)C(=O)NC(CC)CC)CC(C(F)(F)F)O 2-(3-(2-(((S)-1-Cyclopropylethyl)Carbamoyl)-1-(3,3,3-Trifluoro-2-Hydroxypropyl)-1H-Imidazol-4-Yl)Phenyl)-N-(Pentan-3-Yl)Oxazole-5-Carboxamide